2-amino-N-(3',4'-dichloro-[1,1'-biphenyl]-4-yl)pentanamide NC(C(=O)NC1=CC=C(C=C1)C1=CC(=C(C=C1)Cl)Cl)CCC